O1C=2C(OCC1)=C(SC2)C2=NN=NN2CC2=C(C=C(C(=O)NO)C=C2F)F 4-((5-(2,3-dihydrothieno[3,4-b][1,4]dioxin-5-yl)-1H-tetrazol-1-yl)methyl)-3,5-difluoro-N-hydroxybenzoamide